O[C@@]1(CC[C@@H](N1C(=O)OC(C)(C)C)C(=O)OC)CCC(F)(F)F 1-(tert-butyl) 2-methyl (2R,5S)-5-hydroxy-5-(3,3,3-trifluoropropyl)pyrrolidine-1,2-dicarboxylate